2-oxopropane-1,3-disulfonic acid O=C(CS(=O)(=O)O)CS(=O)(=O)O